1-[4-(5-{[(5-Chlorothiophen-2-yl)methyl]amino}-1-(thiophen-3-carbonyl)-1H-pyrazol-3-yl)piperidin-1-yl]ethan-1-on ClC1=CC=C(S1)CNC1=CC(=NN1C(=O)C1=CSC=C1)C1CCN(CC1)C(C)=O